C(C)[NH-] ethylamide